7-cyclopropylimidazo[1,2-a]pyridine-8-carbonitrile C1(CC1)C1=C(C=2N(C=C1)C=CN2)C#N